N-(1-acetylpiperidin-4-yl)-2-chlorothiazol-5-methaneAmide C(C)(=O)N1CCC(CC1)NC(=O)C1=CN=C(S1)Cl